tert-butyl (4-(7-oxo-7,8-dihydro-1,8-naphthyridin-4-yl)benzyl)carbamate O=C1C=CC=2C(=CC=NC2N1)C1=CC=C(CNC(OC(C)(C)C)=O)C=C1